3,3-difluoro-N-{4-fluoro-3-[5-(pentan-2-yl)-2H-pyrazolo[3,4-b]pyridin-2-yl]phenyl}azetidine-1-carboxamide FC1(CN(C1)C(=O)NC1=CC(=C(C=C1)F)N1N=C2N=CC(=CC2=C1)C(C)CCC)F